2-methylindazole-7-carboxylate CN1N=C2C(=CC=CC2=C1)C(=O)[O-]